BrC=1N(C=C(N1)C)C1COC1 2-bromo-4-methyl-1-(oxetan-3-yl)-1H-imidazole